Cl.Cl.C[C@@H]1N(C2=CC=CC=C2[C@@H](C1)NC1=CC=C(C=C1)C(=O)C1=CN=C2N1CCNC2)C(CC)=O 1-((2s,4r)-2-methyl-4-((4-(5,6,7,8-tetrahydroimidazo[1,2-a]pyrazine-3-carbonyl)phenyl)amino)-3,4-dihydroquinolin-1(2H)-yl)propan-1-one dihydrochloride